tert-Butyl (4-(4-(tert-butoxy)-8-fluoro-2-(methylthio)-6-(trifluoromethyl)quinazolin-7-yl)benzo[b]thiophen-2-yl)carbamate C(C)(C)(C)OC1=NC(=NC2=C(C(=C(C=C12)C(F)(F)F)C1=CC=CC=2SC(=CC21)NC(OC(C)(C)C)=O)F)SC